2-[3-mercaptoethyl-2-(2-mercaptoethylthio)-propylthio]propylthio-propane-1-thiol SCCCC(CSC(CSC(CC)S)C)SCCS